FC(OC1=C(C=CC(=C1)OC(F)(F)F)C=1C=2N(C(=NN1)N[C@H]1CN(CCC1)CCO)C=CC2)F 2-[(3R)-3-({1-[2-(difluoromethoxy)-4-(trifluoromethoxy)phenyl]pyrrolo[1,2-d][1,2,4]triazin-4-yl}amino)piperidin-1-yl]ethan-1-ol